N1(CCOCC1)C1=CC=C(C=N1)NC1=NC2=C(C=CC=C2C=N1)C=1C=C(C=CC1)NC(\C=C/C)=O (Z)-N-(3-(2-((6-morpholinylpyridin-3-yl)amino)quinazolin-8-yl)phenyl)but-2-enamide